imidazolineoleyl alcohol N1(C=NCC1)CCCCCCCC\C=C/CCCCCCCCO